ethyl 11-chloro-8,9-dihydro-1H-benzo[5,6]pyrazolo[3',4':7,8]cycloocta[1,2-b]pyridine-3-carboxylate ClC=1C=CC2=C(CCC=3C(=NC=CC3)C3=C2NN=C3C(=O)OCC)C1